CC=1C=C(C=C(C1)C)C=1N(C(C(=C(N1)C(=O)NC=1C=NOC1)O)=O)C 2-(3,5-dimethylphenyl)-5-hydroxy-N-(isoxazol-4-yl)-1-methyl-6-oxo-1,6-dihydropyrimidine-4-carboxamide